1-(4-bromophenyl)but-3-en-1-amine BrC1=CC=C(C=C1)C(CC=C)N